N[C@@H]1CN(C[C@H]1OCC1=CC=C(C=C1)C(F)(F)F)C(=O)OC(C)(C)C t-butyl trans-3-amino-4-((4-(trifluoromethyl)benzyl)oxy)pyrrolidine-1-carboxylate